(phenanthrenyl(naphthyl))biphenyl C1(=CC=CC=2C3=CC=CC=C3C=CC12)C1=C(C2=CC=CC=C2C=C1)C1=C(C=CC=C1)C1=CC=CC=C1